3-[[1-(2,2,2-trifluoroethyl)piperidin-4-yl]methyl]-1,2-oxazole-5-carboxylic acid Methyl-3-[[1-(2,2,2-trifluoroethyl)piperidin-4-yl]methyl]-1,2-oxazole-5-carboxylate COC(=O)C1=CC(=NO1)CC1CCN(CC1)CC(F)(F)F.FC(CN1CCC(CC1)CC1=NOC(=C1)C(=O)O)(F)F